(1-methylcyclopropyl)imidazo[1,5-a]pyridine-6-sulfonamide formate C(=O)O.CC1(CC1)C=1N=CN2C1C=CC(=C2)S(=O)(=O)N